O1C(=CC=C1)C1=CC=C(C=O)C=C1 4-(Furan-2-yl)benzaldehyde